C(#N)C1=COC2=CC=C(C=C2C1=O)F 3-cyano-6-fluorochromone